4-amino-2-(1-(2-methylsulfonylethyl)-2,6-dioxopiperidin-3-yl)isoindolin-1,3-dione tert-butyl-2-(2-(3-amino-4-(4-methylpiperazin-1-yl)benzamido)-5-fluorophenyl)acetate C(C)(C)(C)OC(CC1=C(C=CC(=C1)F)NC(C1=CC(=C(C=C1)N1CCN(CC1)C)N)=O)=O.NC1=C2C(N(C(C2=CC=C1)=O)C1C(N(C(CC1)=O)CCS(=O)(=O)C)=O)=O